C(C)(C)(C)C=1C=C(C=C(C1O)C(C)(C)C)CCC(=O)NCCCCCCNC(CCC1=CC(=C(C(=C1)C(C)(C)C)O)C(C)(C)C)=O N,N'-bis-(beta-(3,5-di-tert-butyl-4-hydroxyphenyl)propionyl)hexamethylenediamine